ClC1=NC=C(C2=C(C=CC=C12)C)N1CC=2N=C(N=C(C2CC1)C1(N(CCNC1)C(=O)[O-])CC#N)OC[C@H]1N(CCC1)C 7-(1-chloro-5-methyl-4-isoquinolyl)-2-[[(2S)-1-methylpyrrolidin-2-yl]methoxyl-6,8-dihydro-5H-pyrido[3,4-d]pyrimidin-4-yl]-2-(cyanomethyl)piperazine-1-carboxylate